ClC1=CC(=NN1C)[C@@H]1[C@H](C(N(C1)C)=O)C(=O)NC1=C(C=C(C=C1)F)F (3S,4R)-4-(5-chloro-1-methyl-pyrazol-3-yl)-N-(2,4-difluorophenyl)-1-methyl-2-oxo-pyrrolidine-3-carboxamide